FC1=C2C=CN(C2=CC(=C1OC=1C=CC(=C(N)C1)F)F)S(=O)(=O)C1=CC=C(C=C1)C 5-[4,6-difluoro-1-(p-tolylsulfonyl)indol-5-yl]oxy-2-fluoro-aniline